(R)-N4-(3-(2-Fluorobenzamido)-1-methyl-1H-pyrazol-5-yl)-2-methyl-N1-((S)-11-oxo-2,3,10,11-tetrahydro-1H,5H-benzo[d]pyrazolo[1,2-a][1,2]diazepin-10-yl)succinamid FC1=C(C(=O)NC2=NN(C(=C2)NC(C[C@H](C(=O)N[C@H]2C3=C(CN4N(C2=O)CCC4)C=CC=C3)C)=O)C)C=CC=C1